C(C)(C)(C)C1=CC(=NC=C1)N1C2=CC(=CC=C2C=2C=CC=C(C12)C1=CC=CC=C1)OC 9-(4-(tert-butyl)pyridin-2-yl)-7-methoxy-1-phenyl-9H-carbazole